FC1=C(C(=CC=C1)F)NCC1=NC(=CC2=C1NC1=CC=CC=C21)C(=O)NC2=C(C=CC=C2C)C 1-(((2,6-difluorophenyl)amino)methyl)-N-(2,6-dimethylphenyl)-9H-pyrido[3,4-b]indol-3-amide